monochloroMethane ClC